ClC=1C=CC2=C(C[C@H](CC=3N2C(=NN3)[C@@H]3CC[C@H](CC3)OC3=NC=CC=C3)NC(C(C)(C)C)=O)C1 N-{(5R)-8-Chloro-1-[trans-4-(pyridin-2-yloxy)cyclohexyl]-5,6-dihydro-4H-[1,2,4]triazolo[4,3-a][1]benzazepin-5-yl}-2,2-dimethylpropanamid